5-(tetrahydrofuran-3-yl)-1H-pyrazol-3-amine O1CC(CC1)C1=CC(=NN1)N